3-[[4-[(2R)-2-amino-4-methyl-pentoxy]-6-(2,6-dimethylphenyl)pyrimidin-2-yl]-(methoxymethyl)sulfamoyl]benzoic acid N[C@@H](COC1=NC(=NC(=C1)C1=C(C=CC=C1C)C)N(S(=O)(=O)C=1C=C(C(=O)O)C=CC1)COC)CC(C)C